5-chloro-2-(2-ethoxyvinyl)-4-(trifluoromethyl)benzamide ClC=1C(=CC(=C(C(=O)N)C1)C=COCC)C(F)(F)F